(1r,3R,5S)-1-(4-bromophenyl)adamantane BrC1=CC=C(C=C1)C12CC3CC(CC(C1)C3)C2